(3,3-difluorocyclobutyl)(6-(2-methylimidazo[1,2-a]pyridin-6-yl)thieno[2,3-b]pyridin-2-yl)methanol FC1(CC(C1)C(O)C1=CC=2C(=NC(=CC2)C=2C=CC=3N(C2)C=C(N3)C)S1)F